OC(=O)C(F)(F)F.NC(C)C=1OC2=C(C1)C=C(C=C2C(=O)OC)C methyl 2-(1-aminoethyl)-5-methylbenzofuran-7-carboxylate TFA salt